OCC1(CCOCC1)N1N=C(C=C1)S(=O)(=O)N(CC1=CC=C(C=C1)OC)CC1=CC=C(C=C1)OC 1-(4-(hydroxymethyl)tetrahydro-2H-pyran-4-yl)-N,N-bis(4-methoxybenzyl)-1H-pyrazole-3-sulfonamide